1,3-bis(carbazolyl)benzene C1=CC=C2C(=C1)C3=C(N2)C(=CC=C3)C4=CC(=CC=C4)C5=CC=CC6=C5NC7=CC=CC=C67